sulfanyl-2,4-dimethyl-benzene SC1=C(C=C(C=C1)C)C